N\N=C(/NC)\C1=NC=C(C=C1SCC)Br (Z)-N'-amino-5-bromo-3-(ethylsulfanyl)-N-methylpyridine-2-carboxamidine